2-((tert-Butoxycarbonyl)amino)-3-iodobut-2-enoic acid methyl ester COC(C(=C(C)I)NC(=O)OC(C)(C)C)=O